diethyl ((3-bromo-5-((methylthio)methyl)-7-(4,4,4-trifluorobutoxy)benzo[b]thiophen-2-yl)difluoromethyl)phosphonate BrC=1C2=C(SC1C(F)(F)P(OCC)(OCC)=O)C(=CC(=C2)CSC)OCCCC(F)(F)F